C(CCC=CCC=CCC=CC=CCCC=CCC=CCC)(=O)NCCCC(=O)O N-(4,7,10,12,16,19-docosahexaenoyl)-γ-aminobutyric acid